6-[(oxan-4-yl)amino]imidazo[1,2-b]pyridazin-3-carbonitril O1CCC(CC1)NC=1C=CC=2N(N1)C(=CN2)C#N